C(C1=CN=CC=C1)(=O)O.O=CC1=CC(OC)=C(O)C=C1 vanillin nicotinic acid salt